C(C)(C)(C)C1=CC=C(CN2N=C(N(C2=O)CC)CCCC=2C=C(C=CC2)C2=CC=C(C=N2)NS(=O)(=O)C2=CC=CC=C2)C=C1 N-(6-(3-(3-(1-(4-(tert-butyl)benzyl)-4-ethyl-5-oxo-4,5-dihydro-1H-1,2,4-triazol-3-yl)propyl)phenyl)pyridin-3-yl)benzenesulfonamide